1-ethyl-3-((R)-3-((S)-2-hydroxy-3-(3-(methylsulfonyl)phenoxy)propylamino)-1-oxa-8-azaspiro[4.5]decan-8-ylsulfonyl)quinolin-4(1H)-one mesylate S(C)(=O)(=O)O.C(C)N1C=C(C(C2=CC=CC=C12)=O)S(=O)(=O)N1CCC2(C[C@H](CO2)NC[C@@H](COC2=CC(=CC=C2)S(=O)(=O)C)O)CC1